4-bromo-5'-carbamoyl-4''-ureido-[1,1':3',1''-terphenyl]-4'-yl 3-aminopropanoate NCCC(=O)OC1=C(C=C(C=C1C(N)=O)C1=CC=C(C=C1)Br)C1=CC=C(C=C1)NC(=O)N